FC(C1=C(C=CC=C1)[C@H](C)N)(F)F (S)-1-[2-(trifluoromethyl)phenyl]ethylamine